N-(6-aminohexyl)-2-(3-(6,7-dichloro-2-(2-hydroxyacetyl)-2,3,4,5-tetrahydro-1H-pyrido[4,3-b]indol-9-yl)-1H-pyrazol-1-yl)acetamide NCCCCCCNC(CN1N=C(C=C1)C=1C=2C3=C(NC2C(=C(C1)Cl)Cl)CCN(C3)C(CO)=O)=O